(4S,SR)-4-(hydroxymethyl)-N-(isoquinolin-4-ylmethyl)-5-[3-methoxy-5-(trifluoromethyl)phenyl]-2-oxo-1,3-oxazolidine-3-carboxamide OC[C@@H]1N(C(O[C@H]1C1=CC(=CC(=C1)C(F)(F)F)OC)=O)C(=O)NCC1=CN=CC2=CC=CC=C12 |&1:6|